Cyanosilan C(#N)[SiH3]